BrC1=C(C(=CC=C1)OC(F)F)[C@@H](CC(C#N)N[S@](=O)C(C)(C)C)NC1=C(C(=CC=C1[N+](=O)[O-])Cl)F (R)-N-[(3R)-3-[2-bromo-6-(difluoromethoxy)phenyl]-3-[(3-chloro-2-fluoro-6-nitrophenyl)amino]-1-cyanopropyl]-2-methylpropane-2-sulfinamide